[O-]S(=O)(=O)C(F)(F)F.N1=C(C=CC=C1)C1=NC=CC=C1.[Re+4].[O-]S(=O)(=O)C(F)(F)F.[O-]S(=O)(=O)C(F)(F)F.[O-]S(=O)(=O)C(F)(F)F rhenium (2,2'-bipyridine) triflate